(R)-1-(((2-((2-chloro-3-(3-chloro-2-(4-((((R)-2-hydroxypropyl)amino)methyl)-3-methoxyphenyl)pyridin-4-yl)phenyl)amino)-3-fluoropyridin-4-yl)methyl)amino)propan-2-ol ClC1=C(C=CC=C1C1=C(C(=NC=C1)C1=CC(=C(C=C1)CNC[C@@H](C)O)OC)Cl)NC1=NC=CC(=C1F)CNC[C@@H](C)O